N-[4-(cyanomethoxy)-2,5-difluorophenyl]-5-cyclobutyl-1H-pyrrole-3-sulfonamide C(#N)COC1=CC(=C(C=C1F)NS(=O)(=O)C1=CNC(=C1)C1CCC1)F